N-((1R,4R)-4-((4-((5-cyclopropyl-1H-pyrazol-3-yl)amino)pyrimidin-2-yl)(methyl)amino)cyclohexyl)-4-methyltetrahydro-2H-pyran-4-carboxamide C1(CC1)C1=CC(=NN1)NC1=NC(=NC=C1)N(C1CCC(CC1)NC(=O)C1(CCOCC1)C)C